C(C)N1N=C(C(=C1C1=NNC(=N1)C1=CC(=C2N1C=NC(=C2)C)C(=O)N)O)C 7-[3-(2-ethyl-4-hydroxy-5-methyl-pyrazol-3-yl)-1H-1,2,4-triazol-5-yl]-3-methyl-pyrrolo[1,2-c]pyrimidine-5-carboxamide